[Si](C)(C)(C(C)(C)C)C(CC1=CC(=NC=C1)C1=CN=C2N1N=C(C=C2)Cl)C 3-(4-(2-t-Butyldimethylsilanylpropyl)pyridin-2-yl)-6-chloroimidazo[1,2-b]pyridazine